rac-(3r,6s,7r,8as)-6-(benzo[d][1,3]dioxol-5-yl)-7-(((tert-butyldimethylsilyl)oxy)methyl)-2,3-dimethyl-1,4-dioxooctahydropyrrolo[1,2-a]pyrazine-7-carbonitrile O1COC2=C1C=CC(=C2)[C@H]2[C@](C[C@@H]1N2C([C@H](N(C1=O)C)C)=O)(C#N)CO[Si](C)(C)C(C)(C)C |r|